O=C1NC(CCC1N1C(C2=CC=C(C=C2C1=O)N1CCC(CC1)C(=O)N1CCC(CC1)CC1CCN(CC1)C1=NC=NC(=C1)C1=NNC2=CC=C(C=C12)OC1(CC1)C)=O)=O 2-(2,6-dioxo-3-piperidyl)-5-[4-[4-[[1-[6-[5-(1-methylcyclopropoxy)-1H-indazol-3-yl]pyrimidin-4-yl]-4-piperidyl]methyl]piperidine-1-carbonyl]-1-piperidyl]isoindoline-1,3-dione